FC=1C=C2C=3C=CC(=CC3N(C2=CC1)C)CC(=O)NCC1=CC=C(C=C1)F 2-(6-fluoro-9-methyl-9H-carbazol-2-yl)-N-(4-fluorobenzyl)acetamide